FC1(CC(C1)C(O)C=1SC2=C(C1)C=CC(=C2)C2=CC=1C(N=C2)=NN(C1)C)F (3,3-difluorocyclobutyl)(6-(2-methyl-2H-pyrazolo[3,4-b]pyridin-5-yl)-1-benzothiophen-2-yl)methanol